1-(2-(5-(4-(hydroxymethyl)phenyl)-1H-imidazol-2-yl)piperidin-1-yl)-2-(methylthio)propan-1-one OCC1=CC=C(C=C1)C1=CN=C(N1)C1N(CCCC1)C(C(C)SC)=O